C(C1=C(C(=CC(=C1)CCCCCCCCC)C(C1=CC=CC=C1)(C)C)O)C1=C(C(=CC(=C1)CCCCCCCCC)C(C1=CC=CC=C1)(C)C)O 2,2'-methylenebis-[6-(α,α-dimethylbenzyl)-4-nonylphenol]